2-(3-chlorophenyl)-N-(2-methoxyethyl)benzotriazol-5-amine ClC=1C=C(C=CC1)N1N=C2C(=N1)C=CC(=C2)NCCOC